1-cyclohexyl-3-(2-morpholinoethyl)carbodiimide sulfate S(=O)(=O)(O)O.C1(CCCCC1)N=C=NCCN1CCOCC1